ClC1=C(C=CC=C1)C1CC2(C1)NC(N(C2=O)C=2C=NC=CC2C2=NN(C=C2)C)=O 2-(2-chlorophenyl)-7-(4-(1-methyl-1H-pyrazol-3-yl)pyridin-3-yl)-5,7-diazaspiro[3.4]octane-6,8-dione